C(#N)CCC=1C=C2C=C(NC2=CC1OCC=1N=CSC1)CNC(=O)C1(CC1)C N-((5-(2-cyanoethyl)-6-(thiazol-4-ylmethoxy)-1H-indol-2-yl)methyl)-1-methylcyclopropane-1-carboxamide